C(C)(C)(C)OC(N(C)CCN)=O.CC=1C(=CC=2C(CC(C(C2C1)(C)C)C)(C)C)C(C)=O 1-(3,5,5,6,8,8-hexamethyl-5,6,7,8-tetrahydronaphthalen-2-yl)ethanone tert-butyl-N-(2-aminoethyl)-N-methylcarbamate